NC=1N=C(C=C2C=C(N=CC12)NC(=O)C1C(C1)F)C=1C=NC(=CC1C)N1C[C@H](CC1)N N-[8-amino-6-[6-[(3S)-3-aminopyrrolidin-1-yl]-4-methyl-3-pyridinyl]-2,7-naphthyridin-3-yl]-2-fluoro-cyclopropanecarboxamide